2-(4,4-dimethylpiperidin-1-yl)-3,6-dimethyl-4H-chromen CC1(CCN(CC1)C=1OC2=CC=C(C=C2CC1C)C)C